lithium iron tin phosphate P(=O)([O-])([O-])[O-].[Sn+4].[Fe+2].[Li+]